3-({[(1R)-6-[(4-fluorophenyl)(methyl)amino]-1,2,3,4-tetrahydronaphthalen-1-yl]methyl}amino)pyridine-4-carboxylic acid FC1=CC=C(C=C1)N(C=1C=C2CCC[C@H](C2=CC1)CNC=1C=NC=CC1C(=O)O)C